CC1(OC2=CC(=CC=C2C=C1C=C)[N+](=O)[O-])C 2,2-dimethyl-7-nitro-3-vinyl-2H-chromene